C(CCCCCCCCCCCCCCC)C(C(=O)O)N(CC)CC palmityl-diethylaminoacetic acid